ClC=1C=C2C(=CC(NC2=CC1)=O)N1CCOCC1 6-chloro-4-morpholino-2-oxo-1H-quinolin